1-ethyl-azetidine-3-carboxamide C(C)N1CC(C1)C(=O)N